(+-)-4-OCTANOLIDE C1(CC[C@@H](CCCC)O1)=O |r|